ClC=1C(=CC(=C(OCCCN2[C@@H](CCC2)C(=O)O)C1)C(N(C)C1=C(C=CC=C1)OC)=O)C=1C=NC(=CC1C#N)C(F)(F)F (S)-1-(3-{5-chloro-4-(4-cyano-6-trifluoromethyl-pyridin-3-yl)-2-[(2-methoxy-phenyl)-methyl-carbamoyl]-phenoxy}-propyl)-pyrrolidine-2-carboxylic acid